COC=1C=C(C=C2C(CNC(C12)=O)(C)C)C=1N(N=C2C=C(C=C(C12)C#N)C=1C=NNC1)C 3-(8-methoxy-4,4-dimethyl-1-oxo-2,3-dihydroisoquinolin-6-yl)-2-methyl-6-(1H-pyrazol-4-yl)indazole-4-carbonitrile